(S)-N-(5-(2-((1R,2R)-2-fluorocyclopropane-1-carboxamido)benzo[d]thiazol-6-yl)-2-methylphenyl)-3-phenylisooxazolidine-2-carboxamide F[C@H]1[C@H](C1)C(=O)NC=1SC2=C(N1)C=CC(=C2)C=2C=CC(=C(C2)NC(=O)N2OCC[C@H]2C2=CC=CC=C2)C